1-amino-5-bromo-2-fluoro-3-methoxypyridine-1-ium N[N+]1=C(C(=CC(=C1)Br)OC)F